COCCOCCS(=O)(=O)CC1=CC=C(C=C1)[N+](=O)[O-] 1-{[2-(2-methoxyethoxy)ethanesulfonyl]methyl}-4-nitrobenzene